2-chloro-7-methyl-3-[(E)-2-nitrovinyl]quinoline ClC1=NC2=CC(=CC=C2C=C1\C=C\[N+](=O)[O-])C